BrC=1N=C(N2C1C(=NC=C2)Cl)[C@H]2CN(CCC2)C(=O)OCC2=CC=CC=C2 Benzyl (3R)-3-(1-bromo-8-chloro-imidazo[1,5-a]pyrazin-3-yl)piperidine-1-carboxylate